(6-Fluoropyridin-3-Yl)-N-phenethyl-1H-imidazole-1-carboxamide FC1=CC=C(C=N1)C=1N(C=CN1)C(=O)NCCC1=CC=CC=C1